N-(2-(3-Chloro-1-(1-methyl-piperidin-4-yl)-1H-pyrazol-4-yl)pyrimidin-4-yl)-5-isopropyl-8-((2R,3S)-2-methyl-3-((methanesulfonyl)methyl)azetidin-1-yl)isoquinolin-3-amine ClC1=NN(C=C1C1=NC=CC(=N1)NC=1N=CC2=C(C=CC(=C2C1)C(C)C)N1[C@@H]([C@H](C1)CS(=O)(=O)C)C)C1CCN(CC1)C